N[C@H]1C(N(C[C@H](C1)C)C1=C2C(=NC=C1)[C@@H](CC2)O)O (R)-4-[(3R,4R,5S)-3-aminohydroxy-5-methylpiperidin-1-yl]-7-hydroxy-6,7-dihydro-5H-cyclopenta[b]pyridin